[Tris(hydroxymethyl)methyl]-3-amino-2-hydroxypropanesulfonic acid OCC(CO)(CO)C(C(CN)O)S(=O)(=O)O